5-(2-(methylamino)-7H-pyrrolo[2,3-d]pyrimidin-5-yl)pyrazolo[1,5-a]pyridine-3-carboxamide CNC=1N=CC2=C(N1)NC=C2C2=CC=1N(C=C2)N=CC1C(=O)N